2-(6-(dimethylamino)pyridin-3-yl)-3-methyl-5,6-dihydropyrrolo[3,4-d]imidazol-4(3H)-one CN(C1=CC=C(C=N1)C=1N(C2=C(N1)CNC2=O)C)C